O=C1NC(CCC1N1CC2=CC=C(C=C2C1=O)CN(C(O)=O)C1(CC1)C1=CC=CC=C1)=O.C1(CC1)N1N=CC(=C1)C=1C=C(N)C=CC1 3-(1-cyclopropyl-1H-pyrazol-4-yl)aniline (2-(2,6-dioxopiperidin-3-yl)-3-oxoisoindolin-5-yl)methyl-(1-phenylcyclopropyl)carbamate